BrC1=CC=C(OC[C@@H]2O[C@H](COC2)COC)C=C1 (2R,6S)-2-((4-bromophenoxy)methyl)-6-(methoxymethyl)-1,4-dioxane